(7-(2-(4-(6-Fluorobenzo[b]thiophen-4-yl)piperazin-1-yl)ethyl)-2-oxo-3,4-dihydroquinolin-1(2H)-yl)methyl nicotinate C(C1=CN=CC=C1)(=O)OCN1C(CCC2=CC=C(C=C12)CCN1CCN(CC1)C1=CC(=CC=2SC=CC21)F)=O